N-(3-(3,4-dihydroisoquinoline-2(1H)-yl)-2-hydroxypropyl)-2-(4-methoxybenzoyl)-1,2,3,4-tetrahydroisoquinoline-6-carboxamide C1N(CCC2=CC=CC=C12)CC(CNC(=O)C=1C=C2CCN(CC2=CC1)C(C1=CC=C(C=C1)OC)=O)O